CC1=NNC(=C1C1=CC=C(NC([C@H]([C@@H]2CCC3=CC=C(C=C23)C2=CN(C(C(=C2)C)=O)C(C)C)NC(=O)C2(CC2)F)=O)C=C1)C N-[(1S)-2-[4-(3,5-dimethyl-1H-pyrazol-4-yl)anilino]-1-[(1R)-6-(1-isopropyl-5-methyl-6-oxo-3-pyridyl)indan-1-yl]-2-oxo-ethyl]-1-fluoro-cyclopropanecarboxamide